methyl 2-hydroxy-3-(1H-imidazol-4-yl)-propanoate OC(C(=O)OC)CC=1N=CNC1